FC=1C=C(C=C(C1)F)C1=NOC(C1)(C(=O)N[C@H]1C=C[C@H](C1)C(=O)NS(=O)(=O)CCC)C(F)(F)F 3-(3,5-difluorophenyl)-N-[(1R,4S)-4-[(propylsulfonylamino)carbonyl]cyclopent-2-en-1-yl]-5-(trifluoromethyl)4H-1,2-oxazole-5-carboxamide